COC(=O)C=1C(=NC(=C(N1)C=1C2=C(C=NC1)N(C=N2)C)NC)NC=2C=C1C(=NC2)CN(C1)C(=O)OC(C)(C)C tert-Butyl 3-[[3-methoxycarbonyl-6-(methylamino)-5-(3-methylimidazo[4,5-c]pyridin-7-yl) pyrazin-2-yl]amino]-5,7-dihydropyrrolo[3,4-b]pyridine-6-carboxylate